CC=1C=CC=C2NCC=NC12 8-methyl-3,4-dihydroquinoxaline